C(C)(C)C1=CC=C(OC=2C(=C(C(=O)C3=CC=CC=C3)C=CC2)OC2=CC=C(C=C2)C(C)C)C=C1 bis(p-isopropylphenoxy)benzophenone